Octane-3-one hydrochloride Cl.CCC(CCCCC)=O